ClC=1C(=C(C=CC1)NC1=C(NC2=C1C(NCC2)=O)C2=C(C=NC=C2)C#CC)OC 3-[(3-chloro-2-methoxyphenyl)amino]-2-[3-(prop-1-yn-1-yl)pyridin-4-yl]-1H,5H,6H,7H-pyrrolo[3,2-c]pyridin-4-one